FC=1C=C2CCC=3N(C2=NC1)N=C(N3)C3CCN(CC3)C(=O)OC(C(F)(F)F)CO 1,1,1-trifluoro-3-hydroxypropan-2-yl 4-(7-fluoro-4,5-dihydro-[1,2,4]triazolo[1,5-a][1,8]naphthyridin-2-yl)piperidine-1-carboxylate